ClC=1C(=NC(=NC1)NC1=C(C=C(C(=C1)CC)N1CCC(CC1)N1CC(C1)N(C)C)OC)NC1=C(C=C(C(=C1)C)C)P(C)(C)=O (2-((5-Chloro-2-((4-(4-(3-(dimethylamino)azetidin-1-yl)piperidin-1-yl)-5-Ethyl-2-methoxyphenyl)amino)pyrimidin-4-yl)amino)-4,5-dimethylphenyl)dimethylphosphine oxide